3-acetyl-7-{[4-(2-methoxyphenyl)pyrimidin-2-yl]amino}-4-(4-methylpiperazin-1-yl)-2H-benzopyran-2-one C(C)(=O)C=1C(OC2=C(C1N1CCN(CC1)C)C=CC(=C2)NC2=NC=CC(=N2)C2=C(C=CC=C2)OC)=O